methyl 8-chloro-6-(N-(1-methylcyclopropyl)sulfamoyl)imidazo[1,2-a]pyridine-3-carboxylate ClC=1C=2N(C=C(C1)S(NC1(CC1)C)(=O)=O)C(=CN2)C(=O)OC